Cl.Cl.FC1=C(C=CC(=C1)C1CCNCC1)C=1N=C2SC3=C(N2C1)C=C(C(=C3)C(=O)NCCCN3CCC(CC3)F)OC 2-(2-fluoro-4-(piperidin-4-yl)phenyl)-N-(3-(4-fluoropiperidin-1-yl)propyl)-6-methoxybenzo[d]imidazo[2,1-b]thiazole-7-carboxamide dihydrochloride